Methyl 5-(bromomethyl)-1-methyl-6-oxo-1,6-dihydropyridine-2-carboxylate BrCC1=CC=C(N(C1=O)C)C(=O)OC